BrC=1C=C2C=CC(=NC2=CC1)CC(=O)N 6-bromo-2-quinolineacetamide